4-(3-((2-((2-(4-methylpiperazin-1-yl)thiazol-4-yl)amino)-5-(trifluoromethyl)pyridin-4-yl)amino)propyl)-1,4-oxazepan-3-one CN1CCN(CC1)C=1SC=C(N1)NC1=NC=C(C(=C1)NCCCN1C(COCCC1)=O)C(F)(F)F